6-(3-(3-hydroxy-3-(quinolin-5-yl)cyclobutane-1-carbonyl)-3,8-diazabicyclo[3.2.1]octan-8-yl)nicotinonitrile OC1(CC(C1)C(=O)N1CC2CCC(C1)N2C2=NC=C(C#N)C=C2)C2=C1C=CC=NC1=CC=C2